1,5-bis{[(4-ethenylphenyl)methyl]thio}naphthalene C(=C)C1=CC=C(C=C1)CSC1=CC=CC2=C(C=CC=C12)SCC1=CC=C(C=C1)C=C